7-(4-Benzylpiperidin-1-yl)-3-(1-methyl-1H-indol-3-yl)quinolin-2-amine C(C1=CC=CC=C1)C1CCN(CC1)C1=CC=C2C=C(C(=NC2=C1)N)C1=CN(C2=CC=CC=C12)C